C(C)OC(\C=C(\C)/C1=CC=C(C=C1)Br)=O (Z)-3-(4-bromophenyl)but-2-enoic acid ethyl ester